(3-NITRO-PHENYL)-ACETALDEHYDE [N+](=O)([O-])C=1C=C(C=CC1)CC=O